6-chloro-5-(2,6-difluorophenyl)-7-iodo-1,3-dihydro-1,4-benzodiazepine-2-thione ClC1=C(C=CC2=C1C(=NCC(N2)=S)C2=C(C=CC=C2F)F)I